[N+](=O)([O-])C1=CC=C(C=C1)C(C)(C)NC(OC)=O methyl (2-(4-nitrophenyl)propan-2-yl)carbamate